C1(=CC=CC=C1)C=1C=CC(NN1)=O 6-phenylpyridazin-3(2H)-one